C1(CCCCCC1)NC(=O)C1=NC(=NC=C1)N1C=NC=C1 N-cycloheptyl-2-(1H-imidazol-1-yl)pyrimidine-4-carboxamide